(3S)-1'-[5-methyl-3-(piperidin-1-yl)-1H-pyrazolo[3,4-b]pyrazin-6-yl]-1,3-dihydrospiro[inden-2,4'-piperidin]-3-amine CC=1N=C2C(=NC1N1CCC3(CC1)CC1=CC=CC=C1[C@H]3N)NN=C2N2CCCCC2